BrC=1C(C(=C(C(C1Br)([N+](=O)[O-])C)Br)Br)=O 2,3,5,6-tetrabromo-4-methyl-4-nitrocyclohexa-2,5-dienone